1-[3-(2,3-dichlorophenyl)-5-methyl-1H-pyrazolo[3,4-b]pyrazine-6-yl]piperazine ClC1=C(C=CC=C1Cl)C1=NNC2=NC(=C(N=C21)C)N2CCNCC2